5-(4-cyclopropyl-6-methoxypyrimidin-5-yl)-3-(3-fluoro-4-(1-isopropyl-4-(trifluoromethyl)-1H-imidazol-2-yl)benzyl)-1-methyl-1H-pyrazolo[4,3-d]pyrimidine C1(CC1)C1=NC=NC(=C1C=1N=CC2=C(N1)C(=NN2C)CC2=CC(=C(C=C2)C=2N(C=C(N2)C(F)(F)F)C(C)C)F)OC